N1=CC(=CC=C1)C=1C(=C(C(=C(C1N1C2=C(C3=CC=CC=C13)C=CN=C2)N2C1=C(C3=CC=CC=C23)C=CN=C1)C1=CC=NC=C1)N1C2=C(C3=CC=CC=C13)C=CN=C2)N2C1=C(C3=CC=CC=C23)C=CN=C1 9,9',9'',9'''-(3-(pyridin-3-yl)-6-(pyridin-4-yl)benzene-1,2,4,5-tetrayl)tetrakis(9H-pyrido[3,4-b]indole)